(1-Methyl-2-(1,2,2-trimethylbicyclo[3.1.0]hex-3-ylmethyl)cyclopropyl)methanol CC1(C(C1)CC1C(C2(CC2C1)C)(C)C)CO